ClC1=C(C=C(C(=O)N2CCN(CC2)CC2CCN(CC2)C=2C(CN(CC2)C(=O)OC(C)(C)C)(F)F)C=C1)N1C(NC(CC1)=O)=O tert-butyl 4-[4-({4-[4-chloro-3-(2,4-dioxo-1,3-diazinan-1-yl)benzoyl]piperazin-1-yl}methyl)piperidin-1-yl]-3,3-difluoro-2,6-dihydropyridine-1-carboxylate